C1(=CC=C(C=C1)CNC=1C=CC=C2C(N(C(=NC12)C)C1C(NC(CC1)=O)=O)=O)CNC=1C=CC=C2C(N(C(=NC12)C)C1C(NC(CC1)=O)=O)=O 3,3'-(((1,4-Phenylenebis(methylene))bis(azanediyl))bis(2-methyl-4-oxoquinazoline-8,3(4H)-diyl))bis(piperidine-2,6-dione)